COC(\C=C\CC[C@@H](C(=O)NC=1C(N(C=CC1)CC(=O)NC12CC(C1)C2)=O)NC(=O)C2=CN=C(S2)NC(C)=O)=O (S,E)-methyl-6-(2-acetamidothiazole-5-carboxamido)-7-(1-(2-(bicyclo[1.1.1]pentan-1-ylamino)-2-oxoethyl)-2-oxo-1,2-dihydropyridin-3-ylamino)-7-oxohept-2-enoate